O1CCC(CC1)C#CC1=CN=CC(=N1)OC1=C(N=NN1)C(=O)O 5-((6-((tetrahydro-2H-pyran-4-yl)ethynyl)pyrazin-2-yl)oxy)-1H-1,2,3-triazole-4-carboxylic acid